E-1,1,1,4,4,4-hexafluoro-2-butene FC(\C=C\C(F)(F)F)(F)F